CS(=O)(=O)NC1=C(C=CC=C1)C1=CC=C(C=C1)N1C([C@@H](CCC1)NC(=O)NC1=CC=C(C=C1)C(F)(F)F)=O 1-[(3R)-1-{2'-methanesulfonamido-[1,1'-biphenyl]-4-yl}-2-oxopiperidin-3-yl]-3-[4-(trifluoromethyl)phenyl]urea